FCCN1N=C(C(=C1)OC1=CC(=NC=C1)NC1=CC(=NC=C1)CC(C)O)C1CCOCC1 (4-((4-((1-(2-fluoroethyl)-3-(tetrahydro-2H-pyran-4-yl)-1H-pyrazol-4-yl)oxy)pyridin-2-yl)amino)pyridin-2-yl)propan-2-ol